tert-Butyl 4-[2-[[6-[[2-chloro-6-[3-[2-[1-(trifluoromethyl)cyclopropyl]ethoxy]pyrazol-1-yl]pyridine-3-carbonyl]sulfamoyl]-2-pyridyl]amino]ethyl]-2,2-dimethyl-pyrrolidine-1-carboxylate ClC1=NC(=CC=C1C(=O)NS(=O)(=O)C1=CC=CC(=N1)NCCC1CC(N(C1)C(=O)OC(C)(C)C)(C)C)N1N=C(C=C1)OCCC1(CC1)C(F)(F)F